FC(C(=O)O)(F)F.C(C)(C)(C)C1=CC=C(C(=O)NC2=C(C(=CC=C2)C=2N=C(C(N(C2)C)=O)NC2=CC=C(C=C2)C(=O)N2CCNCC2)C)C=C1 4-(tert-butyl)-N-(2-methyl-3-(4-methyl-5-oxo-6-((4-(piperazine-1-carbonyl)phenyl)amino)-4,5-dihydropyrazin-2-yl)phenyl)benzamide trifluoroacetic acid salt